C(#N)C1=C(C=CC=C1)C1=CC=C(C=C1)C#N 2,4'-dicyanobiphenyl